methyl 5-[3-[4-[3-[tert-butoxycarbonyl(methyl)amino]prop-1-ynyl]-2-fluoro-phenoxy]propyl]-2-(5-trimethylsilylpent-4-ynylamino)-1,3-thiazole-4-carboxylate C(C)(C)(C)OC(=O)N(CC#CC1=CC(=C(OCCCC2=C(N=C(S2)NCCCC#C[Si](C)(C)C)C(=O)OC)C=C1)F)C